N[C@H]([C@@H]1[C@@H](CN(CC1)C([C@@H](CO)O)=O)C)C1=C(C=C(C(=C1)Cl)Cl)O (R)-1-((3S,4S)-4-((R)-amino(4,5-dichloro-2-hydroxyphenyl)methyl)-3-methylpiperidin-1-yl)-2,3-dihydroxypropan-1-one